ClC1=CN(C=2N=C(N=CC21)NC=2C(=NN(C2)C2CCN(CC2)S(=O)(=O)C)Cl)C2CC2 5-chloro-N-(3-chloro-1-(1-(methylsulfonyl)piperidin-4-yl)-1H-pyrazol-4-yl)-7-cyclopropyl-7H-pyrrolo[2,3-d]pyrimidin-2-amine